C(C)(C)(C)OC(N(C)C1(CCC2=C(C=C(C=C12)I)F)OCC1=CC=CC=C1)=O (benzyloxy)-4-fluoro-6-iodo-2,3-dihydro-1H-inden-1-yl-(methyl)carbamic acid tert-butyl ester